CN(C)C(C)C N,N-dimethyl-2-propylamine